Tert-butyl ((1r,3r)-3-(4-(2-(4-((5-fluoro-6-(5-methyl-1,2,4-oxadiazol-3-yl) Pyridin-3-yl)oxy)phenyl)propan-2-yl)phenoxy)cyclobutyl)carbamate FC=1C=C(C=NC1C1=NOC(=N1)C)OC1=CC=C(C=C1)C(C)(C)C1=CC=C(OC2CC(C2)NC(OC(C)(C)C)=O)C=C1